[N].[N+](=O)([O-])[C] nitrocarbon nitrogen